azanol hydrochloride Cl.NO